C(C)N1C=2C3=CN=C(C(O[C@@H](C4=CC(=CC=C4C4=NN(N=C4CC2C=N1)CC)F)C)=C3)N (19R)-3,10-diethyl-16-fluoro-19-methyl-20-oxa-3,4,9,10,11,23-hexaazapentacyclo[19.3.1.02,6.08,12.013,18]pentacosa-1(24),2(6),4,8,11,13,15,17,21(25),22-decaen-22-amine